ICC(CCCCCCCCCCCCCC)=O 1-iodohexadecan-2-one